[Cl-].[Cl-].C1(=CC(=CC=C1)C(=[Zr+2](C1=CC(=CC=2C3=CC(=CC=C3CC12)C(C)(C)C)C(C)(C)C)C1C=CC=C1)C=1C=C(C=CC1)C)C Bis(m-tolyl)methylene(cyclopentadienyl)(3,6-di-tert-butylfluorenyl)zirconium dichloride